COC(=O)C1=C(NC(=C(C1C1=C(C=C(C=C1[N+](=O)[O-])CCOCCCN)CCOCCCN)C(=O)OC)C)C 4-(2,4-bis(2-(3-aminopropoxy)ethyl)-6-nitrophenyl)-2,6-dimethyl-1,4-dihydropyridine-3,5-dicarboxylic acid dimethyl ester